[N+](=O)([O-])C1=CC=C(C=C1)N1C(COCC1)=O 4-(4-nitrophenyl)-morpholine-3-one